[NH4+].C(\C=C/C(=O)OCCCCCC(C)C)(=O)OCCCCCC(C)C diisooctyl maleate ammonium